O=C1N(C(C2=C3C=4C(=C(C=C13)C1=CC=C(C=C1)C(F)(F)F)C1=CC=CC=C1OC4C(=C2)C2=CC=C(C=C2)C(F)(F)F)=O)C2=CC=C(C=C2)CC(=O)OC=2C=C(C(=C(C2)C2=CC(=CC(=C2)F)F)C=O)C2=CC(=CC(=C2)F)F 3,3'',5,5''-Tetrafluoro-2'-formyl-[1,1':3',1''-terphenyl]-5'-yl 2-(4-(1,3-dioxo-5,11-bis(4-(trifluoromethyl)phenyl)-1H-xantheno[2,1,9-def]isoquinolin-2(3H)-yl)phenyl)acetate